C(=O)(O)C(O)C(O)C(=O)[O-].C(C)[NH+](CC)CC triethylammonium hydrogen tartrate